ClC1=C(C(=CC(=C1)C)I)Cl 1,2-dichloro-3-iodo-5-methylbenzene